CC1=C(C=CC=C1)C1=C(C=CC(=N1)NS(=O)(=O)C1=CC=CC(=N1)N1[C@@H]([C@@H]2C[C@@H]2C1)C(=O)O)C(F)(F)F (1R,2S,5S)-3-(6-{[6-(2-methylphenyl)-5-(trifluoromethyl)pyridin-2-yl]Sulfamoyl}pyridin-2-yl)-3-azabicyclo[3.1.0]Hexane-2-carboxylic acid